C(C)(C)(C)OC(=O)N1[C@@]2(C(N([C@H](C1)C2)CC21CC(C2)C1)=O)COCC1=CC=CC=C1 (1R,4S)-1-((benzyloxy)methyl)-5-(bicyclo[1.1.1]pent-1-ylmethyl)-6-oxo-2,5-diazabicyclo[2.2.1]heptane-2-carboxylic acid tert-butyl ester